2-[4-{5-chloro-2-[4-(trifluoromethyl)-1H-1,2,3-triazol-1-yl]phenyl}-5-methoxy-2-oxopyridin-1(2H)-yl]pentanoic acid ClC=1C=CC(=C(C1)C1=CC(N(C=C1OC)C(C(=O)O)CCC)=O)N1N=NC(=C1)C(F)(F)F